FC1=C(C=CC=C1F)\C(\C)=N\NC(OC(C)(C)C)=O tert-Butyl N-[(E)-1-(2,3-difluorophenyl)ethylideneamino]carbamate